5-(pyrazolo[1,5-a]pyridin-5-yl)-5H-imidazo[5,1-a]isoindole N1=CC=C2N1C=CC(=C2)C2N1C(C3=CC=CC=C23)=CN=C1